C(C)(C)(C)C1CC(CCN1C(=O)O)C1=CC=C(C=C1)OC1C(NC(CC1)=O)=O.C(=O)(OC(C)(C)C)N1C(CCCC1=O)=O N-BOC-Glutarimide 6-tert-Butyl-4-[4-[(2,6-dioxo-3-piperidyl)oxy]phenyl]piperidine-1-carboxylate